ClC1=C(C(=CC=C1Cl)F)C1(CN(CC1)C(=O)OC(C)(C)C)NC1=CC=C2C(=CN(C(C2=C1)=O)C)F tert-butyl 3-(2,3-dichloro-6-fluorophenyl)-3-[(4-fluoro-2-methyl-1-oxoisoquinolin-7-yl) amino]pyrrolidine-1-carboxylate